2-(2-methoxy-5-(2-methyl-4-((1-(piperidin-4-yl)ethyl)amino)quinazolin-6-yl)phenyl)-N,N-dimethylacetamide COC1=C(C=C(C=C1)C=1C=C2C(=NC(=NC2=CC1)C)NC(C)C1CCNCC1)CC(=O)N(C)C